(±)-Ethyl 2-(piperidin-4-yl)butanoate N1CCC(CC1)[C@H](C(=O)OCC)CC |r|